FC1(CC12CCC(CC2)N[C@@H]2[C@H](OCCC2)CC=2C(=C1CN(C(C1=CC2)=O)C2C(NC(CC2)=O)=O)F)F 3-(5-(((2R,3S)-3-((1,1-difluorospiro[2.5]octan-6-yl)amino)tetrahydro-2H-pyran-2-yl)methyl)-4-fluoro-1-oxoisoindolin-2-yl)piperidine-2,6-dione